N-[4-methoxy-3-(2-oxo-1-pyrrolidinyl)phenyl]-3-oxo-8-azabicyclo[3.2.1]octane-8-carboxamide COC1=C(C=C(C=C1)NC(=O)N1C2CC(CC1CC2)=O)N2C(CCC2)=O